arachidyl-diethyl-ammonium chloride [Cl-].C(CCCCCCCCCCCCCCCCCCC)[NH+](CC)CC